N1N=C(N=C1)C(=O)N1CCN(CC1)C(=O)OC(C)(C)C Tert-butyl 4-(1H-1,2,4-triazole-3-carbonyl)piperazine-1-carboxylate